(4-Chloro-1H-benzo[d]imidazol-2-yl)(2-chloro-7,8-dihydro-1,6-naphthyridin-6(5H)-yl)methanone ClC1=CC=CC=2NC(=NC21)C(=O)N2CC=1C=CC(=NC1CC2)Cl